CS(=O)(=O)O.C(C=C)NCC=C Diallylamine-methanesulfonic acid salt